(E)-3-(dimethylamino)-2-(quinolin-6-yl)acrylic acid methyl ester COC(\C(=C\N(C)C)\C=1C=C2C=CC=NC2=CC1)=O